N-(5-(1-isopropylpyrrolidine-2-carboxamido)-2-methylpyridin-3-yl)-2-(1-(2-methoxyethyl)-1H-pyrazol-4-yl)pyrazolo[5,1-b]thiazole-7-carboxamide C(C)(C)N1C(CCC1)C(=O)NC=1C=C(C(=NC1)C)NC(=O)C=1C=NN2C1SC(=C2)C=2C=NN(C2)CCOC